3-(1-(4-fluorophenyl)-6-methyl-1H-indazol-5-yl)-5-oxopiperazine-1-carboxylic acid tert-butyl ester C(C)(C)(C)OC(=O)N1CC(NC(C1)=O)C=1C=C2C=NN(C2=CC1C)C1=CC=C(C=C1)F